Ethyl 2-[(4R)-2-oxooxazolidin-4-yl]acetate O=C1OC[C@H](N1)CC(=O)OCC